decoyl-glucose C(CCCCCCCCC)(=O)C(=O)[C@H](O)[C@@H](O)[C@H](O)[C@H](O)CO